Pyridazinedicarboxylate N1=NC(=C(C=C1)C(=O)[O-])C(=O)[O-]